3-(trimethoxysilyl)-N,N-bis[3-(trimethoxysilyl)propyl]-1-propylamine CO[Si](CCCN(CCC[Si](OC)(OC)OC)CCC[Si](OC)(OC)OC)(OC)OC